C(C1=CC=CC=C1)OCC1=C(C=C(C=C1)Br)[N+](=O)[O-] 1-((benzyloxy)methyl)-4-bromo-2-nitrobenzene